(2R,4S)-2-(((S)-1-(benzyloxy)-1-oxopropan-2-yl)carbamoyl)-4-phenylpiperidine-1-carboxylic acid tert-butyl ester C(C)(C)(C)OC(=O)N1[C@H](C[C@H](CC1)C1=CC=CC=C1)C(N[C@H](C(=O)OCC1=CC=CC=C1)C)=O